methyl-acryl chloride CC=CC(=O)Cl